4'-(oxybis(methylene))bis(chlorobenzene) O(CC1=C(C=CC=C1)Cl)CC1=C(C=CC=C1)Cl